tri-butyl-methoxyphosphine C(CCC)C(OP)(CCCC)CCCC